ClC1=NC=C(C(=O)NC([2H])([2H])[2H])C(=C1)NC1=C(C(=CC(=C1)F)C1=NN(C=N1)C)OC 6-chloro-4-((5-fluoro-2-methoxy-3-(1-methyl-1H-1,2,4-triazol-3-yl)phenyl)amino)-N-(methyl-d3)nicotinamide